COC=1C(=CC=2C(=C3C(=NC2C1)CCC3)N[C@H]3CNC[C@H](C3)C)OC (3R,5S)-N-{6,7-dimethoxy-1H,2H,3H-cyclopenta[b]quinolin-9-yl}-5-methylpiperidin-3-amine